FC1=CC=C(C=C1)C1=C(N(C=N1)C(C)C)C=1NC=C(N1)C(=O)NC1=CC=C(C=C1)N1CCN(CC1)CC(F)(F)F 5'-(4-fluorophenyl)-3'-isopropyl-N-(4-(4-(2,2,2-trifluoroethyl)piperazin-1-yl)phenyl)-1H,3'H-[2,4'-biimidazole]-4-carboxamide